(E,Z)-2-(1-Ethoxyiminobutyl)-5-(2-(ethylthio)propyl)-3-hydroxycyclohex-2-enone C(C)O\N=C(/CCC)\C=1C(CC(CC1O)CC(C)SCC)=O